(S or R)-1-(2-(4-cyclopropylphenyl)-2,3,4,5,5a,6,8,9-octahydro-7H-1,2,5,7-tetraazabenzo[cd]azulen-7-yl)prop-2-en-1-one C1(CC1)C1=CC=C(C=C1)N1N=C2CCN(C[C@@H]3C2=C1CCN3)C(C=C)=O |o1:16|